ethyl 4-amino-7-(3-fluorothiophen-2-yl)-2-oxo-1,2-dihydroquinoline-3-carboxylate NC1=C(C(NC2=CC(=CC=C12)C=1SC=CC1F)=O)C(=O)OCC